ClC1=CC=C(C(=N1)C(=O)O)NC(C)C=1C=C(C=C2C(C=C(OC12)C=1C=C2C=NN(C2=CC1)C)=O)C 6-Chloro-3-[1-[6-methyl-2-(1-methylindazol-5-yl)-4-oxo-chromen-8-yl]ethylamino]pyridine-2-carboxylic acid